1-octylphenyl ether C(CCCCCCC)C1(CC=CC=C1)OC1(CC=CC=C1)CCCCCCCC